N-(5-(3-(7-azabicyclo[2.2.1]heptan-7-yl)propanamido)-2-methylpyridin-3-yl)-7-(1-methyl-1H-pyrazol-4-yl)-[1,2,4]triazolo[4,3-a]pyridine-3-carboxamide C12CCC(CC1)N2CCC(=O)NC=2C=C(C(=NC2)C)NC(=O)C2=NN=C1N2C=CC(=C1)C=1C=NN(C1)C